C1(CC1)OC=1C=NC(=C(C(=O)N)C1)C=O 5-CYCLOPROPOXY-2-FORMYLNICOTINAMIDE